5-(1,3-dioxoisoindolin-2-yl)-4-ketovalerate O=C1N(C(C2=CC=CC=C12)=O)CC(CCC(=O)[O-])=O